O.OC=1C(=NC=CC1)C(=O)N(C)C 3-hydroxy-N,N-dimethylpyridinecarboxamide monohydrate